BrC=1C=C(SC1)C=NS(=O)C(C)(C)C N-((4-bromothiophen-2-yl)methylene)-2-methylpropane-2-sulfinamide